The molecule is an organophosphate oxoanion obtained by deprotonation of the phsophate OH groups of alpha-D-ribose 1,2-cyclic phosphate 5-phosphate; major species at pH 7.3. It is a conjugate base of a 5-phospho-alpha-D-ribose cyclic-1,2-phosphate. C([C@@H]1[C@H]([C@@H]2[C@H](O1)OP(=O)(O2)[O-])O)OP(=O)([O-])[O-]